5-((5-(((1s,3s)-adamantan-1-yl)amino)pentyl)amino)-2-methyl-4-oxoquinazoline C12(CC3CC(CC(C1)C3)C2)NCCCCCNC2=C3C(NC(=NC3=CC=C2)C)=O